prenyl-boronic acid C(C=C(C)C)B(O)O